C(C)(C)(C)C=1C(C(=CC(C1)=CC1=CC=C(C=C1)[N+](=O)[O-])C(C)(C)C)=O 2,6-di-tert-butyl-4-(4-nitrobenzylidene)-cyclohexa-2,5-dienone